N-[(1S)-2-(Dimethylamino)-1-phenylethyl]-6-(naphthalen-2-yl)-4-oxo-4,5-dihydropyrazolo[1,5-a]-pyrazine-2-carboxamide formic acid salt C(=O)O.CN(C[C@H](C1=CC=CC=C1)NC(=O)C1=NN2C(C(NC(=C2)C2=CC3=CC=CC=C3C=C2)=O)=C1)C